N-(3-methoxypyridin-2-yl)azetidine-3-carboxamide hydrochloride Cl.COC=1C(=NC=CC1)NC(=O)C1CNC1